Guanosine monophosphate disodium salt [Na+].[Na+].P(=O)([O-])([O-])OC[C@@H]1[C@H]([C@H]([C@@H](O1)N1C=NC=2C(=O)NC(N)=NC12)O)O